2-(adamantan-1-yl)-N-(4-cyclohexyl-1-oxophthalazin-2(1H)-yl)acetamide C12(CC3CC(CC(C1)C3)C2)CC(=O)NN2C(C3=CC=CC=C3C(=N2)C2CCCCC2)=O